6-[4-(fluoromethyl)phenyl]-3-oxo-2-(pyridin-3-yl)-N-[(2S)-3,3,3-trifluoro-2-hydroxypropyl]-2,3-dihydropyridazine-4-carboxamide FCC1=CC=C(C=C1)C=1C=C(C(N(N1)C=1C=NC=CC1)=O)C(=O)NC[C@@H](C(F)(F)F)O